CN(C(OC(C)(C)C)=O)C1CCN(CC1)C1=CC=C(C=C1)OC(F)(F)F tert-butyl N-methyl-N-[1-[4-(trifluoromethoxy)phenyl]-4-piperidyl]carbamate